FC(C(=O)O)(F)F.N[C@H](C(=O)N(C([2H])([2H])[2H])[C@H](C(=O)N1C[C@]2(C[C@H]1C#N)C(NC1=CC=CC=C12)=O)CC1CC1)C (S)-2-amino-N-((S)-1-((3R,5'S)-5'-cyano-2-oxospiro[indol-3,3'-pyrrolidin]-1'-yl)-3-cyclopropyl-1-oxopropan-2-yl)-N-(methyl-d3)propanamide trifluoroacetate